3-(4-(trifluoromethyl)phenyl)(5-(1,2,4-oxadiazolyl)(2-pyridinyl)methanone) FC(C1=CC=C(C=C1)C=1C(=NC=C(C1)C1=NOC=N1)C=O)(F)F